3-oxo-2-(1,2-thiazol-4-yl)-6-[4-(trifluoromethyl)phenyl]-2,3-dihydropyridazine-4-carboxylic acid O=C1N(N=C(C=C1C(=O)O)C1=CC=C(C=C1)C(F)(F)F)C=1C=NSC1